C(C=CC1=CC=CC=C1)(=O)OC1(CCC(CC1)C(=C)C)C 1-methyl-4-(prop-1-en-2-yl)cyclohexyl cinnamate